CNCC1NCCNC1 N-methyl-2-piperazinylmethylamine